6-{8-Methyl-3,8-diazabicyclo[3.2.1]octan-3-yl}-N-[2-(3-methylpyridin-2-yl)-[1,3]thiazolo[5,4-c]pyridin-6-yl]pyridin-2-amine CN1C2CN(CC1CC2)C2=CC=CC(=N2)NC2=CC1=C(C=N2)SC(=N1)C1=NC=CC=C1C